C1(CC1)C1=NN(C=C1C(O)C1=CC=CC=C1)C1OCCCC1 (3-cyclopropyl-1-tetrahydropyran-2-yl-pyrazol-4-yl)-phenyl-methanol